tert-butyl 3-(2-(((2S,4R)-4-fluoro-1-methylpyrrolidin-2-yl)methoxy)-5,6,7,8-tetrahydropyrido[3,4-d]pyrimidin-4-yl)-3,8-diazabicyclo[3.2.1]octane-8-carboxylate F[C@@H]1C[C@H](N(C1)C)COC=1N=C(C2=C(N1)CNCC2)N2CC1CCC(C2)N1C(=O)OC(C)(C)C